1-(3,4-dimethyl-2-(p-tolyl)-2H-pyrazolo[3,4-d]pyridazin-7-yl)-N-(2-(4-methylpiperazin-1-yl)ethyl)piperidine-4-carboxamide CC=1N(N=C2C(=NN=C(C21)C)N2CCC(CC2)C(=O)NCCN2CCN(CC2)C)C2=CC=C(C=C2)C